C1[C@H]2[C@@H]([C@@H](S1(=O)=O)CCCCC(=O)O)NC(=O)N2 The molecule is a member of the class of biotins that is biotin sulfoxide with a sulfone group replacing the sulfoxide. It has a role as a metabolite. It is a member of biotins and a sulfone. It derives from a biotin sulfoxide.